C(N)(=O)C=1N(C=CC1C(F)(F)F)NC(=O)C1CC(CC1)N1CCN(CC1)C=1C=CC(=NC1)C(=O)NC 5-(4-(3-((2-carbamoyl-3-(trifluoromethyl)-1H-pyrrol-1-yl)carbamoyl)cyclopentyl)piperazin-1-yl)-N-methylpicolinamide